difluoro-(fluoro-sulfonyl)acetic acid methyl ester COC(C(S(=O)(=O)F)(F)F)=O